C(C)(C)(C)C=1C(=C(N=NC1Cl)OC)[Sn](CCCC)(CCCC)CCCC tert-butyl-4-(tributylstannyl)-6-chloro-3-methoxypyridazine